ClC1=C(C=CC=C1)CC(=O)NC1=CC(=C(C=C1)C=1C=NC=CC1)S(N)(=O)=O 2-(2-Chlorophenyl)-N-[4-(pyridin-3-yl)-3-sulfamoylphenyl]acetamide